(1s,4s)-4-(Pyrazin-2-ylamino)cyclohexan-1-ol N1=C(C=NC=C1)NC1CCC(CC1)O